4-(1-phenylcyclopropyl)benzoic Acid C1(=CC=CC=C1)C1(CC1)C1=CC=C(C(=O)O)C=C1